CC(C)=CCCC 2-methyl-2-hexene